ClC=1C(=C(C=C(C1)F)[C@H](C)N1C(C(CCC1)O)=O)CO ((S)-1-(3-Chloro-5-fluoro-2-(hydroxymethyl)phenyl)ethyl)-3-hydroxypiperidin-2-one